CC1(CCC2(NC(CC23C(NC2=NC=CC=C23)=O)C(=O)N)CC1)C 4,4-dimethyl-2''-oxo-1'',2''-dihydrodispiro[cyclohexane-1,2'-pyrrolidine-3',3''-pyrrolo[2,3-b]pyridine]-5'-carboxamide